6-Chloro-1-methyl-8-[3-(thiazol-2-ylmethoxy)-phenyl]-9H-pyrido[3,4-b]indole ClC=1C=C2C3=C(NC2=C(C1)C1=CC(=CC=C1)OCC=1SC=CN1)C(=NC=C3)C